4-Acrylamido-2-(4-(tert-butyl)phenyl)quinazoline-7-carboxylic acid C(C=C)(=O)NC1=NC(=NC2=CC(=CC=C12)C(=O)O)C1=CC=C(C=C1)C(C)(C)C